C(C1=CC=CC=C1)OC1=C(C=CC=C1)N1C[C@@H](CC1)OC1=NC=C(C=C1)C(F)(F)F (R)-2-(1-(2-(benzyloxy)phenyl)pyrrolidin-3-yloxy)-5-(trifluoromethyl)pyridine